N-(5-((2-(2-(hydroxymethyl)-2-methylmorpholino)ethyl)carbamoyl)-2-methylpyridin-3-yl)-7-(1-methyl-1H-pyrazol-4-yl)-[1,2,4]triazolo[4,3-a]pyridine-3-carboxamide OCC1(OCCN(C1)CCNC(=O)C=1C=C(C(=NC1)C)NC(=O)C1=NN=C2N1C=CC(=C2)C=2C=NN(C2)C)C